1-[(1S,3R)-3-[[tert-butyl(dimethyl)silyl]oxymethyl]-1-methyl-5-(1-methyl-1-trimethylsilyloxy-ethyl)-3,4-dihydro-1H-isoquinolin-2-yl]-2-(3,5-dichloro-1H-indazol-4-yl)ethanone [Si](C)(C)(C(C)(C)C)OC[C@@H]1N([C@H](C2=CC=CC(=C2C1)C(C)(O[Si](C)(C)C)C)C)C(CC1=C2C(=NNC2=CC=C1Cl)Cl)=O